FC1(CN(CCC1)C([C@@H](C)OC1=CC=C2C(=CNC(C2=C1)=O)C1=C(C=CC=C1)C)=O)F (R)-7-((1-(3,3-difluoropiperidin-1-yl)-1-oxopropan-2-yl)oxy)-4-(o-tolyl)isoquinolin-1(2H)-one